6-bromo-1-{[2-(trimethylsilyl)ethoxy]methyl}-1H-benzotriazole BrC=1C=CC2=C(N(N=N2)COCC[Si](C)(C)C)C1